4-(azetidin-3-ylamino)-2-chloro-N-methyl-N-(4,4,4-trifluorobutyl)benzamide hydrochloride Cl.N1CC(C1)NC1=CC(=C(C(=O)N(CCCC(F)(F)F)C)C=C1)Cl